4-(2-chlorophenyl)-7-(4-methyl-1,3-thiazol-5-yl)-2-(2-(2-propenoyl)-2,6-diazaspiro[3.4]octan-6-yl)-5,6-dihydro-3-quinolinecarbonitrile ClC1=C(C=CC=C1)C1=C(C(=NC=2C=C(CCC12)C1=C(N=CS1)C)N1CC2(CN(C2)C(C=C)=O)CC1)C#N